1-(1,1-difluoro-6-phenylhex-1-en-2-yl)-4-(trifluoromethyl)benzene FC(=C(CCCCC1=CC=CC=C1)C1=CC=C(C=C1)C(F)(F)F)F